5-methyl-benzene-1,3-dicarboxylic acid CC=1C=C(C=C(C1)C(=O)O)C(=O)O